(S)-(3,3-difluorocyclobutyl)(6-(2-methyl-1,3-benzoxazol-5-yl)thieno[2,3-b]pyridin-2-yl)methanol FC1(CC(C1)[C@H](O)C1=CC=2C(=NC(=CC2)C=2C=CC3=C(N=C(O3)C)C2)S1)F